FCOC1=C(C=C(C(=C1)C(F)(F)F)OC)C=1C=NC=CC1 3-(2-(fluoromethoxy)-5-methoxy-4-(trifluoromethyl)phenyl)pyridine